Heptatriacontan CCCCCCCCCCCCCCCCCCCCCCCCCCCCCCCCCCCCC